C(C)N(C([C@H](C)N1CCOCC1)=O)C1=CC2=C(NC(=N2)C2=NNC=3C[C@@]4([C@H](CC23)C4)C)C(=C1)F (S)-N-ethyl-N-(7-fluoro-2-((4aS,5aR)-5a-methyl-1,4,4a,5,5a,6-hexahydrocyclopropa[f]indazol-3-yl)-1H-benzo[d]imidazol-5-yl)-2-morpholinopropanamide